O[C@H](C=1[C@@](CCC1)(O)COC)[C@@]1(C([C@H](CC1)C(C)C)=C)C (R)-2-((S)-hydroxy((1S,3R)-3-isopropyl-1-methyl-2-methylenecyclopentyl)methyl)-1-(methoxymethyl)cyclopent-2-en-1-ol